C(C1=CC=CC=C1)OC[C@@H](CC1OC1)O (2R)-1-(benzyloxy)-3-(oxiran-2-yl)propan-2-ol